2-(2,6-dioxo-1-((2-(trimethylsilyl)ethoxy)methyl)piperidin-3-yl)-7-fluoro-3-oxoisoindoline-5-carbaldehyde O=C1N(C(CCC1N1CC2=C(C=C(C=C2C1=O)C=O)F)=O)COCC[Si](C)(C)C